O1C2=C(C=C1)C=C1CCCCC1=C2 5,6,7,8-tetrahydronaphtho[2,3-b]furan